4-methanesulfonyl-phenyl-quinolinone CS(=O)(=O)C1=CC=C(C=C1)C=1C(NC2=CC=CC=C2C1)=O